COC1=NC2=CC=C(C=C2C=C1)C1=CN=CC(=N1)N1CC2(CN(C2)C(=O)C2(CC2)C#N)C1 1-(6-(6-(2-methoxyquinolin-6-yl)pyrazin-2-yl)-2,6-diazaspiro[3.3]heptane-2-carbonyl)cyclopropane-1-carbonitrile